(1,3-Dimethyl-azetidin-3-yl)-bis-(4-phenoxy-phenyl)-methanol CN1CC(C1)(C)C(O)(C1=CC=C(C=C1)OC1=CC=CC=C1)C1=CC=C(C=C1)OC1=CC=CC=C1